N-(3-amino-3-oxopropyl)-5-(5-(4-chlorophenyl)-1-(2,4-dichlorophenyl)-4-methyl-1H-pyrazole-3-carboxamido)nicotinamide NC(CCNC(C1=CN=CC(=C1)NC(=O)C1=NN(C(=C1C)C1=CC=C(C=C1)Cl)C1=C(C=C(C=C1)Cl)Cl)=O)=O